OC1C(CCC1)N1/C(/SCC1)=N/C(=O)C1=CNC2=NC=CC=C21 (NZ)-N-[3-(2-hydroxycyclopentyl)thiazolidin-2-ylidene]-1H-pyrrolo[2,3-b]pyridine-3-carboxamide